C(C)(C)(C)OC(=O)N1C[C@@H]2N(CC1)C(N(C2)CC(C(=O)O)(C)C)=O 3-[(8aR)-7-tert-butoxycarbonyl-3-oxo-5,6,8,8a-tetrahydro-1H-imidazo[1,5-a]pyrazin-2-yl]-2,2-dimethyl-propionic acid